5,6,7,8-tetrahydro-2,6-naphthyridine-4-carbonitrile hydrochloride Cl.C1=NC=C(C=2CNCCC12)C#N